2-methoxy-2-(4-methoxyphenyl)acetamide Tert-butyl-(S)-4-(3-((5,6,7,8-tetrahydroquinolin-8-yl)amino)propyl)piperazine-1-carboxylate C(C)(C)(C)OC(=O)N1CCN(CC1)CCCN[C@H]1CCCC=2C=CC=NC12.COC(C(=O)N)C1=CC=C(C=C1)OC